2-amino-6-isopropyl-4-pyrimidinone NC1=NC(=CC(N1)=O)C(C)C